1-hexanyl-4-nitroindan-6-sulfonate C(CCCCC)C1CCC2=C(C=C(C=C12)S(=O)(=O)[O-])[N+](=O)[O-]